FC=1C=C(C=C(C(=O)O)C1)C(=O)O 5-fluoroisophthalic acid